(diethylamino)tin C(C)N(CC)[Sn]